N1(CCOCC1)C1=NN=C(N=N1)C(C(=O)NN)OC1=CC=NC2=CC(=CC=C12)C(F)(F)F (6-morpholinyl-1,2,4,5-tetrazin-3-yl)-2-((7-(trifluoromethyl)quinolin-4-yl)oxy)acethydrazide